lithium 2-pentafluoroethyl-4,5-dicyano-imidazole FC(C(F)(F)F)(C=1NC(=C(N1)C#N)C#N)F.[Li]